[Br-].[Br-].N1=C(C=CC=C1)C1=NC=CC=C1.[Ni+2] nickel 2,2'-bipyridyl dibromide